OCC1=CC=C(C=C1)C=1N=CC(=NC1C1=CC=CC=C1)N1CCC(CC1)CNC(C(C)(C)C)=O N-((1-(5-(4-(hydroxymethyl)phenyl)-6-phenylpyrazin-2-yl)piperidin-4-yl)methyl)pivalamide